2-[2-(2-isopropoxy-1-methyl-ethoxy)-1-methyl-ethoxy]-2,4,4-trimethyl-pentane C(C)(C)OCC(OCC(OC(C)(CC(C)(C)C)C)C)C